C1(CC1)CN1CCN(CC1)C(=O)C1=CC=C(C=C1)NC=1C(=NN(C1)C1=C(C=CC=C1Cl)Cl)C(=O)N 4-((4-(4-(cyclopropylmethyl)piperazine-1-carbonyl)phenyl)amino)-1-(2,6-dichlorophenyl)-1H-pyrazole-3-carboxamide